[Br-].C(C)N(C1=CC=C(C=CC2=CC=[N+](C=C2)CC(=O)OCC)C=C1)CC (4-(4-(diethylamino)styryl)-1-(2-ethoxy-2-oxoethyl)pyridine-1-ium) bromide